tert-butyl 2-(5-fluoro-2-(4-(piperidin-1-yl)-3-(1-(1-(tetrahydro-2H-pyran-4-yl)ethyl)-1H-indazole-3-carboxamido) benzamido) phenyl)acetate FC=1C=CC(=C(C1)CC(=O)OC(C)(C)C)NC(C1=CC(=C(C=C1)N1CCCCC1)NC(=O)C1=NN(C2=CC=CC=C12)C(C)C1CCOCC1)=O